COC1=CC=CC2=CC3=C(C=CC=C3C=C12)OC 1,5-dimethoxy-anthracene